N1C=CC2=CC(=CC=C12)C=1C=NC=CC1C=CC(=O)O 3-(3-(1H-indol-5-yl)pyridin-4-yl)acrylic acid